ClC=1N=NC(=CC1N)Cl 3,6-dichloro-pyridazin-4-amine